3-octylpropyl sulfide C(CCCCCCC)CCCSCCCCCCCCCCC